ClC=1C=C(C=CC1C(F)(F)F)N1C2=C(N=CC1)C=NCC2 N-(3-Chloro-4-(trifluoromethyl)phenyl)-7,8-dihydropyrido[3,4-b]pyrazine